Methyl 2-((1R,5S)-3-oxa-8-azabicyclo[3.2.1]octan-8-yl)quinoline-6-carboxylate [C@H]12COC[C@H](CC1)N2C2=NC1=CC=C(C=C1C=C2)C(=O)OC